(R)-3-[2-[3-(5-amino-2,6-naphthyridin-3-yl)phenyl]ethynyl]-3-hydroxy-1-methyl-pyrrolidin-2-one NC1=C2C=C(N=CC2=CC=N1)C=1C=C(C=CC1)C#C[C@]1(C(N(CC1)C)=O)O